FC=1C(=NC(=NC1)N)C=1C=C2C=CC=NC2=C(C1)F 5-fluoro-4-(8-fluoroquinolin-6-yl)pyrimidin-2-amine